acryloxydodecyldifluoromethylsilane C(C=C)(=O)OCCCCCCCCCCCC[SiH2]C(F)F